C([O-])([O-])=O.[Na+].C(O)(O)=O.[K+] Kalium carbonat Natrium carbonat